1H,4H,5H,8H-2,3a,4a,6,7a,8a-hexaazacyclopenta[def]Fluorene-4,8-dione C1N=CN2C3=C4N(CN=CN4C(N13)=O)C2=O